4-(1-(4-((4-ethylpiperazin-1-yl)methyl)-2,6-difluorophenyl)-1H-imidazol-4-yl)-N-(1-(methylsulfonyl)piperidin-4-yl)-5-(trifluoromethyl)pyrimidin-2-amine C(C)N1CCN(CC1)CC1=CC(=C(C(=C1)F)N1C=NC(=C1)C1=NC(=NC=C1C(F)(F)F)NC1CCN(CC1)S(=O)(=O)C)F